O(C1=CC=CC=C1)C(C(O)C1=CC=CC=C1)CO 2-phenoxy-1-phenylpropane-1,3-diol